[N+](=O)([O-])C=1C=C(C=CC1)C1=CC=C(C=C1)B(O)O 3'-NITRO-BIPHENYL-4-BORONIC ACID